C(C)(C)(C)OC(NC1CCC(CC1)NC(C(F)(F)F)(C)C)=O (4-((1,1,1-trifluoro-2-methylpropan-2-yl)amino)cyclohexyl)carbamic acid tert-butyl ester